FC1=C(C=C(C=C1)NC(=O)C=1N(C=C2C1OCC1C(NS2(=O)=O)CN(C1)CC(F)(F)F)C)C N-(4-fluoro-3-methylphenyl)-7-methyl-2-(2,2,2-trifluoroethyl)-2,3,3a,4,10,10a-hexahydro-1H,7H-dipyrrolo[3,4-b:3',4'-f][1,4,5]oxathiazocine-8-carboxamide 5,5-dioxide